mono-lithium acetylide C#[C-].[Li+]